3-methoxy-8-((6-((5-methoxypyridin-2-yl)methoxy)pyridin-3-yl)methyl)-1,5-naphthyridine COC=1C=NC2=C(C=CN=C2C1)CC=1C=NC(=CC1)OCC1=NC=C(C=C1)OC